OC1=C(N2C(C3=C(C=CC=C13)C=1C=NN(C1)C1=CC=CC=C1)=NC=N2)C(=O)NCC(=O)OCC ethyl 2-[[6-hydroxy-10-(1-phenylpyrazol-4-yl)-[1,2,4]triazolo[5,1-a]isoquinoline-5-carbonyl]amino]acetate